C1(=C(C(=CC=C1)C)C)NC1=CC=C(C=C1)C1=CC=C(C=2C1=NSN2)C=C(C#N)C#N 2-((7-(4-(xylylamino)phenyl)benzo[C][1,2,5]thiadiazol-4-yl)methylene)malononitrile